(S)-2-(benzylsulfonyl)-1-((tetrahydrofuran-2-yl)methyl)-1H-benzo[d]imidazole-6-carboxylic acid methyl ester COC(=O)C=1C=CC2=C(N(C(=N2)S(=O)(=O)CC2=CC=CC=C2)C[C@H]2OCCC2)C1